O=C1CSCC(N1)C(=O)O 5-oxothiomorpholine-3-carboxylic acid